But-1-yn-1-yltrimethylsilane C(#CCC)[Si](C)(C)C